6-(((6-Chloro-1-methyl-1H-pyrazolo[3,4-b]pyridin-4-yl)amino)methyl)pyridin-3-sulfonamide ClC1=CC(=C2C(=N1)N(N=C2)C)NCC2=CC=C(C=N2)S(=O)(=O)N